N-(2-fluoro-3-trifluoromethylbenzyl)carboxamide FC1=C(CNC=O)C=CC=C1C(F)(F)F